1,2,3,4,4,4-hexafluoro-3-(trifluoromethyl)-1-butene FC=C(C(C(F)(F)F)(C(F)(F)F)F)F